3-(4-(4-(dimethylcarbamoyl)piperidine-1-carboxamido)phenylpropionamido)-1H-indole-2-carboxylic acid CN(C(=O)C1CCN(CC1)C(=O)NC1=CC=C(C=C1)CCC(=O)NC1=C(NC2=CC=CC=C12)C(=O)O)C